2-Methyl-7-(1-(3-methylbenzyl)piperidin-3-yl)-3-(pyridin-4-yl)pyrazolo[1,5-a]pyrimidine CC1=NN2C(N=CC=C2C2CN(CCC2)CC2=CC(=CC=C2)C)=C1C1=CC=NC=C1